carbamoyloxymethyl-azoleN C(N)(=O)OCC1=NCCC1